4-(1-(6-(4-bromo-1,1,1-trifluorobutan-2-yl)pyridin-2-yl)-1H-pyrazol-4-yl)-3-nitropyridin-2-amine BrCCC(C(F)(F)F)C1=CC=CC(=N1)N1N=CC(=C1)C1=C(C(=NC=C1)N)[N+](=O)[O-]